C(#N)C=1C=CC2=C(NC(O2)C2=NC=CC=C2)C1 (5-cyano-2,3-dihydrobenzo[d]oxazol-2-yl)pyridine